C(C)N(C1=CN(C=2N=CN=C(C21)N2[C@H](CNCC2)C)C=2C=C(C#N)C=CN2)CCC (S)-2-(5-(ethyl(propyl)amino)-4-(2-methylpiperazin-1-yl)-7H-pyrrolo[2,3-d]pyrimidin-7-yl)isonicotinonitrile